tetrakis(ethylamino)titanium C(C)N[Ti](NCC)(NCC)NCC